(2S,5R)-4-ethyl-2,5-dimethylpiperazin C(C)N1C[C@@H](NC[C@H]1C)C